(2R)-N,N-dimethyl-2-[4-[(2R,5S)-5-methyl-2-piperidyl]anilino]propanamide CN(C([C@@H](C)NC1=CC=C(C=C1)[C@@H]1NC[C@H](CC1)C)=O)C